2-[4-chloro-2-(trifluoromethoxy)phenyl][1,2,4]triazolo[1,5-c]quinazolin ClC1=CC(=C(C=C1)C1=NN2C=NC=3C=CC=CC3C2=N1)OC(F)(F)F